C[C@@H]1CC[C@@H]2[C@]13CC=C([C@H](C3)C2(C)C)C cedr-8-ene